C(=O)(O)C=1C=C(C=C(C1)C(=O)O)P(C1=CC=CC=C1)(C1=CC=CC=C1)=O 3,5-Dicarboxy-phenyldiphenylphosphin oxid